5-bromo-N-(2-carbamoyl-4-chloro-6-methyl-phenyl)-2-(cyclopropylmethyl)pyrazole-3-carboxamide BrC=1C=C(N(N1)CC1CC1)C(=O)NC1=C(C=C(C=C1C)Cl)C(N)=O